4-(3,3-dimethyl-2-oxoindol-1-yl)piperidin phosphorus arsenic (ii) [As+2].[P+3].CC1(C(N(C2=CC=CC=C12)C1CCNCC1)=O)C